C1(C=CC=C1)[Ti](C1=C(C(=CC=C1F)CNC(C)=O)F)(C1=C(C(=CC=C1F)CNC(C)=O)F)C1C=CC=C1 Bis(cyclopentadienyl)-bis[2,6-difluoro-3-((acetylamino)methyl)phenyl]titanium